2,3,4,6-Tetra-O-acetyl-β-D-galactopyranosyl bromide C(C)(=O)O[C@H]1[C@@H](O[C@@H]([C@@H]([C@@H]1OC(C)=O)OC(C)=O)COC(C)=O)Br